C(C(=C)C)(=O)OC[Si](OCC)(OCC)OCC METHACRYLOXYMETHYL-TRIETHOXYSILANE